tert-butyl (S)-3-(4-amino-7-(1H-pyrazol-3-yl)-1H-imidazo[4,5-c]quinolin-2-yl)pyrrolidine-1-carboxylate NC1=NC=2C=C(C=CC2C2=C1N=C(N2)[C@@H]2CN(CC2)C(=O)OC(C)(C)C)C2=NNC=C2